1-(4-isopropylphenyl)-2-hydroxy-2-methylpropylacetone C(C)(C)C1=CC=C(C=C1)C(C(C)(C)O)CC(C)=O